2-((1R,3R)-1-amino-3-hydroxy-8-azaspiro[4.5]dec-8-yl)-5-(2,3-dichlorophenyl)-6-methylpyrimidine-4-carboxamide N[C@@H]1C[C@@H](CC12CCN(CC2)C2=NC(=C(C(=N2)C(=O)N)C2=C(C(=CC=C2)Cl)Cl)C)O